4-(1-(methylsulfonyl)-1H-pyrrol-3-yl)-N-(4-(3-(1-(oxetan-3-yl)-1,2,3,6-tetrahydropyridin-4-yl)phenyl)thiazol-2-yl)-4-oxobutanamide CS(=O)(=O)N1C=C(C=C1)C(CCC(=O)NC=1SC=C(N1)C1=CC(=CC=C1)C=1CCN(CC1)C1COC1)=O